(3S)-N-hydroxy-5-methyl-4-(4-methyltetrahydro-2H-pyran-4-carbonyl)-3-phenyl-2,3,4,5-tetrahydrobenzo[f][1,4]oxazepine-8-carboxamide ONC(=O)C1=CC2=C(C(N([C@H](CO2)C2=CC=CC=C2)C(=O)C2(CCOCC2)C)C)C=C1